(R)-2-(difluoromethyl)-5-phenyl-3,4-dihydro-2H-pyrrole-2-carboxylic acid methyl ester COC(=O)[C@@]1(N=C(CC1)C1=CC=CC=C1)C(F)F